4-(4-aminopiperidin-1-yl)-5-bromo-2-chloronicotinaldehyde hydrochloride Cl.NC1CCN(CC1)C1=C(C=NC(=C1C=O)Cl)Br